FC1=C(C(=C(C=C1OC)OC)F)NC(=O)NCC 1-(2,6-difluoro-3,5-dimethoxyphenyl)-3-ethylurea